3-(5-(((1R,2S)-2-(3-(2-methoxyphenyl)azetidin-1-yl)cyclohexyl)oxy)-1-oxoisoindolin-2-yl)piperidine-2,6-dione COC1=C(C=CC=C1)C1CN(C1)[C@@H]1[C@@H](CCCC1)OC=1C=C2CN(C(C2=CC1)=O)C1C(NC(CC1)=O)=O